tert-butyl 4-(3-(4-ethoxy-3-methoxyphenyl)-1,2,4-oxadiazol-5-yl)piperidine-1-carboxylate C(C)OC1=C(C=C(C=C1)C1=NOC(=N1)C1CCN(CC1)C(=O)OC(C)(C)C)OC